OC(COC=1C=C(C=2N(C1)N=CC2C#N)N2N=C(C=C2)N2CC1N(C(C2)C1)CC=1C=NC(=CC1)OC)(C)C 6-(2-hydroxy-2-methylpropoxy)-4-(3-(6-((6-methoxypyridin-3-yl)methyl)-3,6-diazabicyclo[3.1.1]heptan-3-yl)-1H-pyrazol-1-yl)pyrazolo[1,5-a]pyridine-3-carbonitrile